2-imino-3-(2-isopropyl-5-(methylamino)phenyl)thiazolidin-4-one hydrochloride Cl.N=C1SCC(N1C1=C(C=CC(=C1)NC)C(C)C)=O